ClC1=NC=NC(=C1)C1=CN=C2N1C=CC(=C2)F 4-Chloro-6-{7-fluoroimidazo[1,2-a]pyridin-3-yl}pyrimidine